bromodiketone BrC(C(=O)Br)=O